3-(5-carboxypentyl)-2-methyl-benzothiazole C(=O)(O)CCCCCN1C(SC2=C1C=CC=C2)C